(R)-2-(6-Chloro-5-fluoro-2-oxo-1,2-dihydrospiro[benzo[d][1,3]oxazine-4,3'-piperidine]-1'-carbonyl)-3-hydroxyacrylonitrile ClC1=C(C2=C(NC(O[C@@]23CN(CCC3)C(=O)C(C#N)=CO)=O)C=C1)F